C1(CCCCC1)N1C(=NC2=C1C=CC=C2)CN2CCN(CC2)C2=CC=C(C=C2)[N+](=O)[O-] 1-cyclohexyl-2-((4-(4-nitrophenyl)piperazin-1-yl)methyl)-1H-benzo[d]imidazole